sulfadiazine NC1C=CC(S(=O)(=O)NC2N=CC=CN=2)=CC=1